methyl 5-(N-ethyl-S-methyl-sulfonimidoyl)benzothiophene-2-carboxylate C(C)N=S(=O)(C)C=1C=CC2=C(C=C(S2)C(=O)OC)C1